α-carboxytryptamine C(=O)(O)C(N)CC1=CNC2=CC=CC=C12